tert-Butyl 4-(3-(4,7-dimethylbenzofuran-2-yl)-1,2,4-oxadiazol-5-yl)-3-fluorobenzoate CC1=CC=C(C2=C1C=C(O2)C2=NOC(=N2)C2=C(C=C(C(=O)OC(C)(C)C)C=C2)F)C